(S)-N-(2-(5,5-difluoro-1-oxa-7-azaspiro[3.5]nonan-7-yl)pyrimidin-4-yl)-5-isopropyl-8-(6-methyl-1,6-diazaspiro[3.3]heptan-1-yl)-2,7-naphthyridin-3-amine FC1([C@@]2(CCO2)CCN(C1)C1=NC=CC(=N1)NC=1N=CC2=C(N=CC(=C2C1)C(C)C)N1CCC12CN(C2)C)F